pentanate disodium [Na+].[Na+].C(CCCC)(=O)[O-].C(CCCC)(=O)[O-]